BrC1=C(C=CC=C1F)/N=N/C1(C(CCC1)=O)C(=O)OC methyl (E)-1-((2-bromo-3-fluorophenyl)diazenyl)-2-oxocyclopentane-1-carboxylate